3,6-Dichloro-1-(3-((5-methyl-4-nitro-1-(2-(trifluoromethyl)pyridin-3-yl)-1H-pyrazol-3-yl)oxy)propyl)-1H-pyrazolo[3,4-d]pyrimidine ClC1=NN(C2=NC(=NC=C21)Cl)CCCOC2=NN(C(=C2[N+](=O)[O-])C)C=2C(=NC=CC2)C(F)(F)F